6,8-dichloro-imidazo[1,2-b]pyridazine-3-carboxylic acid ethyl ester C(C)OC(=O)C1=CN=C2N1N=C(C=C2Cl)Cl